C(C)(C)(C)OC(=O)N1CCN(CC1)C=1C2=C(N=C(N1)OC[C@H]1N(CCC1)C)C(=C(N=C2)Cl)F (S)-4-(7-chloro-8-fluoro-2-((1-methylpyrrolidin-2-yl)methoxy)pyrido[4,3-d]pyrimidin-4-yl)piperazine-1-carboxylic acid tert-butyl ester